heptamethylenebis(ethyldimethylammonium) C(C)[N+](CCCCCCC[N+](C)(C)CC)(C)C